N-[(4-chloro-1-methyl-1H-pyrazol-5-yl)methyl]-2-[(3R)-3-methyl-[1,4'-bipiperidin]-1'-yl]-1,3-thiazole-5-carboxamide ClC=1C=NN(C1CNC(=O)C1=CN=C(S1)N1CCC(CC1)N1C[C@@H](CCC1)C)C